N-methyl-N-(2-(5,6,7-trifluoro-1H-indol-3-yl)ethyl)butan-2-amine CN(C(C)CC)CCC1=CNC2=C(C(=C(C=C12)F)F)F